C1(CC1)C([C@@H](C(=O)NC1=NC(=C(C=C1)C=1C(=NN(C1C)COCC[Si](C)(C)C)C)F)NC(=O)C=1N(N=CC1)C(C)C)C1CC1 N-[(1S)-1-(dicyclopropylmethyl)-2-[[5-[3,5-dimethyl-1-(2-trimethylsilylethoxymethyl)pyrazol-4-yl]-6-fluoro-2-pyridyl]amino]-2-oxo-ethyl]-2-isopropyl-pyrazole-3-carboxamide